methyl 4-bromo-3-isopropoxy-1H-pyrrole-2-carboxylate BrC=1C(=C(NC1)C(=O)OC)OC(C)C